N-(2-(dimethylamino)ethyl)-2-((5-fluorobenzo[d]oxazol-2-yl)amino)benzo[d]oxazole-5-carboxamide CN(CCNC(=O)C=1C=CC2=C(N=C(O2)NC=2OC3=C(N2)C=C(C=C3)F)C1)C